OC1(CC(C1)N1C=NC2=C1N=NC(=C2C)C2=CC=C1C(C=CO1)=C2O)C 5-[7-(3-hydroxy-3-methyl-cyclobutyl)-4-methyl-imidazo[4,5-c]pyridazin-3-yl]benzofuran-4-ol